Cl.FC(CC1CNC1)F 3-(2,2-difluoroethyl)azetidine hydrochloride